CC([C@@H](C1=NC=CC=C1)NC(=O)C=1C=2C[C@@H]3[C@H](C2N(N1)C1=NC=C(C=C1)Cl)C3)(C)C (1aR,5aR)-2-(5-Chloro-pyridin-2-yl)-1a,2,5,5a-tetrahydro-1H-2,3-diaza-cyclopropa[a]pentalene-4-carboxylic acid ((S)-2,2-dimethyl-1-pyridin-2-yl-propyl)-amide